Peroxyhexanoic Acid C(CCCCC)(=O)OO